C(CCC)[SiH](N([Si](C)(C)C)C)CCCC dibutyl-tetramethyl-disilazane